(R)-5-(tert-butyl)-N-(1-(4-(2-(cyclopropanecarboxamido)-5-fluoropyridin-4-yl)-2-methylphenyl)ethyl)-1,2,4-oxadiazole-3-carboxamide C(C)(C)(C)C1=NC(=NO1)C(=O)N[C@H](C)C1=C(C=C(C=C1)C1=CC(=NC=C1F)NC(=O)C1CC1)C